CN(CCC=1C=CC(N(C1)[C@H](C(=O)N[C@@H](CC(=O)O)C=1C=NC=C(C1)C1=C(C=CC=C1C)C)CC(C)C)=O)C (S)-3-((S)-2-(5-(2-(dimethylamino)ethyl)-2-oxopyridin-1(2H)-yl)-4-methylpentanamido)-3-(5-(2,6-dimethylphenyl)pyridin-3-yl)propanoic acid